4-fluoro-N-methyl-4'-[(4-{[4-(pentafluoro-λ6-sulfanyl)phenyl]amino}piperidin-1-yl)sulfonyl]-[1,1'-biphenyl]-3-carboxamide FC1=C(C=C(C=C1)C1=CC=C(C=C1)S(=O)(=O)N1CCC(CC1)NC1=CC=C(C=C1)S(F)(F)(F)(F)F)C(=O)NC